3-(N-(2-(dimethylamino)-2-methylpropyl)sulfamoyl)-1-(1,2,3,5,6,7-hexahydro-s-indacen-4-yl)urea, potassium salt [K].CN(C(CNS(=O)(=O)NC(NC1=C2CCCC2=CC=2CCCC12)=O)(C)C)C